COC[C@H]1N(CCC1)N=C (2S)-2-(methoxymethyl)-N-methylenepyrrolidin-1-amine